C(CC)(=O)OC1CC(N(C(C1)(C)C)O)(C)C 1-hydroxy-2,2,6,6-tetramethylpiperidin-4-yl propanoate